amino-2-(4-((5-(1-(bicyclo[1.1.1]pentan-2-yl)ethyl)-6-hydroxypyridin-3-yl)oxy)-3,5-dichlorophenyl)-1,2,4-triazine-3,5(2H,4H)-dione NN1C(N(N=CC1=O)C1=CC(=C(C(=C1)Cl)OC=1C=NC(=C(C1)C(C)C1C2CC1C2)O)Cl)=O